O1N=CC=C1C=1C=C(C=NC1)C=1C=C(C=CC1)O 3-(5-(isoxazol-5-yl)pyridin-3-yl)phenol